C(C=C=C)#N butadiene-nitrile